FC(C(=O)O)(CC=O)F 2,2-difluoro-4-oxobutanoic acid